ClC1=CC=C(C=C1)C1=C(CCC(C1)(C)C)CO (4'-chloro-5,5-dimethyl-3,4,5,6-tetrahydro-[1,1'-biphenyl]-2-yl)methanol